tert-butyl N-{[4-(4-bromo-1,3-thiazole-2-amido)phenyl]methyl}carbamate BrC=1N=C(SC1)C(=O)NC1=CC=C(C=C1)CNC(OC(C)(C)C)=O